C(C)N1C=C(C(C2=CC(=C(C(=C12)Cl)N1CCC2(CCOC2)CC1)F)=O)C(=O)O 1-ethyl-6-fluoro-8-chloro-1,4-dihydro-7-(2-oxa-8-azaspiro[4.5]dec-8-yl)-4-oxo-3-quinolinecarboxylic acid